C1(CC1)CN1CCN(CC1)CC1=CC(=C(CNC2=C3C(N(C(C3=CC=C2)=O)C2C(NC(CC2)=O)=O)=O)C=C1)F 4-(4-((4-(cyclopropylmethyl)piperazin-1-yl)methyl)-2-fluorobenzylamino)-2-(2,6-dioxopiperidin-3-yl)isoindoline-1,3-dione